(S)-4-hydroxy-4-(4-hydroxyphenyl)-L-threonine OC([C@H]([C@H](N)C(=O)O)O)C1=CC=C(C=C1)O